C(CCCCCCCCCCCCCCCCC)(=O)OCCCN(C(C=CC(NCCOCCN(C)C)=O)=O)CCCOC(CCCCCCCCCCCCCCCCC)=O 2-methyl-9,12-dioxo-13-{3-[(1-oxooctadecyl) oxy] propyl}-5-oxa-2,8,13-triazahexadec-10-en-16-yl octadecanoate